(S)-3-(3-fluoro-4-(6-(2-cyclopropyl-2H-tetrazol-5-yl)pyridin-3-yl)phenyl)-5-(1-hydroxy-2,2,2-trifluoroethyl)oxazolidin-2-one phosphate P(=O)(O)(O)O.FC=1C=C(C=CC1C=1C=NC(=CC1)C=1N=NN(N1)C1CC1)N1C(O[C@@H](C1)C(C(F)(F)F)O)=O